6-(2-fluoro-6-isobutoxy-4-(4,4,5,5-tetramethyl-1,3,2-dioxaborolan-2-yl)benzyl)-6,7-dihydro-5H-pyrrolo[3,4-b]pyridin-5-one-7,7-d2 FC1=C(CN2C(C3=NC=CC=C3C2=O)([2H])[2H])C(=CC(=C1)B1OC(C(O1)(C)C)(C)C)OCC(C)C